1-(2,4-difluorophenyl)-3-(4-fluorophenyl)-N-(2-(2-hydroxyethylamino)-2-oxoethyl)-5-methyl-4-(thiophen-2-yl)-4,5-dihydro-1H-pyrazole-5-carboxamide FC1=C(C=CC(=C1)F)N1N=C(C(C1(C(=O)NCC(=O)NCCO)C)C=1SC=CC1)C1=CC=C(C=C1)F